(S)-Benzyl 5-oxomorpholine-3-carboxylate O=C1COC[C@H](N1)C(=O)OCC1=CC=CC=C1